2-(cyclohexylamino)-4-(phenylamino)pyrimidine-5-carboxamide C1(CCCCC1)NC1=NC=C(C(=N1)NC1=CC=CC=C1)C(=O)N